N'-acetyl-4-amino-N-(benzo[d]thiazol-5-ylmethyl)-N',1-dimethyl-1H-pyrazolo[4,3-c]quinoline-8-carbohydrazide C(C)(=O)N(N(C(=O)C1=CC=2C3=C(C(=NC2C=C1)N)C=NN3C)CC=3C=CC1=C(N=CS1)C3)C